8-phenyl-N-[(3S)-5-methyl-4-oxo-2,3-dihydro-1,5-benzoxazepin-3-yl]-5,6,7,8-tetrahydro-[1,2,4]triazolo[1,5-a]pyridine-2-carboxamide C1(=CC=CC=C1)C1C=2N(CCC1)N=C(N2)C(=O)N[C@H]2COC1=C(N(C2=O)C)C=CC=C1